BrC1=C(C=O)C(=CC=C1F)[N+](=O)[O-] 2-bromo-3-fluoro-6-nitrobenzaldehyde